OC=1C=C(C=CC1O)C[C@H](N)C(=O)O L-beta-(3,4-dihydroxyphenyl)alanine